CC1=NC(=CC=C1O[C@@H]1C[C@H](CCC1)C(=O)O)C=1N=NN(C1CNC(=O)O[C@H](C)C1=CC=CC=C1)C (1S,3S)-3-((2-methyl-6-(1-methyl-5-(((((R)-1-phenylethoxy)carbonyl)amino)methyl)-1H-1,2,3-triazol-4-yl)pyridin-3-yl)oxy)cyclohexane-1-carboxylic acid